OC(C1(C(C(CCC1)(C)C)=O)C)C1=C(C=CC=C1)C=1N=CN(C1)C(C1=CC=CC=C1)(C1=CC=CC=C1)C1=CC=CC=C1 2-(hydroxy(2-(1-trityl-1H-imidazol-4-yl)phenyl)methyl)-2,6,6-trimethylcyclohexane-1-one